BrC1=CC2=C(N(C(N2[C@H]2CN(CC2)C)=O)CC2=NC=C(C=C2)C=2OC(=NN2)C(F)F)C=C1F (R)-5-bromo-1-((5-(5-(difluoromethyl)-1,3,4-oxadiazol-2-yl)pyridin-2-yl)methyl)-6-fluoro-3-(1-methylpyrrolidin-3-yl)-1,3-dihydro-2H-benzo[d]imidazol-2-one